CC=1NC(=C(C1C(=O)OC)C)C(NC1=CC(=CC=C1)S(NC1=CC(=CC=C1)C(F)(F)F)(=O)=O)=O methyl 2,4-dimethyl-5-((3-(N-(3-(trifluoromethyl)phenyl)sulfamoyl)phenyl) carbamoyl)-1H-pyrrole-3-carboxylate